1-(3-chloropropyl)-4-benzhydrylpiperazine dihydrochloride Cl.Cl.ClCCCN1CCN(CC1)C(C1=CC=CC=C1)C1=CC=CC=C1